C(C)(C)(C)OC(N(C)[C@@H](CN=[N+]=[N-])CC1CC1)=O (R)-(1-azido-3-cyclopropylprop-2-yl)(methyl)carbamic acid tert-butyl ester